C(C=C)(=O)N1C2CC(CC1CC2)=O 8-acryloyl-8-azabicyclo[3.2.1]octan-3-one